Cl.FC(C1=C(C=CC(=C1)C(F)(F)F)C(C)N1N=C(C(=C1)N)C)(F)F 1-(1-(2,4-bis(trifluoromethyl)phenyl)ethyl)-3-methyl-1H-pyrazol-4-amine hydrochloride